6,7-dihydroxy-2-[2-(4-methoxyphenyl)ethyl]chromone OC=1C=C2C(C=C(OC2=CC1O)CCC1=CC=C(C=C1)OC)=O